FC(C(=O)O)(F)F.C(=C)C1CNCCO1 2-vinylmorpholine trifluoroacetate